O=C(CCC=1OC2=C(N1)C=CC=1CCC(C12)CCNC(C)=O)C N-{2-[2-(3-oxobutyl)-7,8-dihydro-6H-indeno[5,4-d][1,3]oxazol-8-yl]ethyl}acetamide